(3-bromo-4-methylthiophene-2-yl)methanol BrC1=C(SC=C1C)CO